CC(CCO)(CC(CC)O)CCCCC 3-methyl-3-amyl-1,5-heptanediol